2-butenedioic acid disodium salt [Na+].[Na+].C(C=CC(=O)[O-])(=O)[O-]